(3,5-bis((tritylthio)methyl)benzoyl)tryptophanyl-phenylalanine C(C1=CC=CC=C1)(C1=CC=CC=C1)(C1=CC=CC=C1)SCC=1C=C(C(=O)N[C@@H](CC2=CNC3=CC=CC=C23)C(=O)N[C@@H](CC2=CC=CC=C2)C(=O)O)C=C(C1)CSC(C1=CC=CC=C1)(C1=CC=CC=C1)C1=CC=CC=C1